(S)-Fmoc-2-amino-adipic acid-6-tert-butyl ester C(C)(C)(C)OC(CCC[C@@](C(=O)O)(N)C(=O)OCC1C2=CC=CC=C2C2=CC=CC=C12)=O